pyridin-2-yl-amine N1=C(C=CC=C1)N